iridium-tungsten [W].[Ir]